[Cu+2].FC1=C(C(=O)CC(=O)OCC)C=CC=C1 ethyl 2-fluorobenzoylacetate copper(II)